CS(=O)(=O)C1=CC=C(C=C1)NC=1N=CC2=CC=NC(=C2C1)C=1C(=C2C=NN(C2=CC1)COCC[Si](C)(C)C)C=C N-(4-(methylsulfonyl)phenyl)-5-(1-((2-(trimethylsilyl)ethoxy)methyl)-4-vinyl-1H-indazol-5-yl)-2,6-naphthyridin-3-amine